1-butoxy-2-ethyl-1-hexene C(CCC)OC=C(CCCC)CC